3-(benzyl(4-(3,4-dichlorophenyl)-5-isobutylthiazol-2-yl)amino)-N-(2-guanidinoethyl)propanamide C(C1=CC=CC=C1)N(CCC(=O)NCCNC(=N)N)C=1SC(=C(N1)C1=CC(=C(C=C1)Cl)Cl)CC(C)C